(3R)-4-[3-bromo-7-(1-methanesulfonylcyclopropyl)pyrazolo[1,5-a]pyrimidin-5-yl]-3-methylmorpholine BrC=1C=NN2C1N=C(C=C2C2(CC2)S(=O)(=O)C)N2[C@@H](COCC2)C